Cl.NC(C(=O)N1CCN(CC1)C(=O)NC1=NC(N(C=C1)C1=CC(=C(C=C1)CN(C)[C@@H]1CC[C@H](CC1)N)OC)=O)(C)C 4-(2-Amino-2-methylpropanoyl)-N-(1-(4-(((trans-4-aminocyclohexyl)(methyl)amino)methyl)-3-methoxyphenyl)-2-oxo-1,2-dihydropyrimidin-4-yl)piperazine-1-carboxamide hydrochloride salt